(Z)-Methyl 3-(((4-((2-(4-methylpiperazin-1-yl)ethoxy)carbamoyl)phenyl)amino)(phenyl)methylene)-2-oxoindoline-6-carboxylate CN1CCN(CC1)CCONC(=O)C1=CC=C(C=C1)N\C(=C\1/C(NC2=CC(=CC=C12)C(=O)OC)=O)\C1=CC=CC=C1